CC1=CC=C(C=C1)S(=O)(=O)OCC1CS(CC1)(=O)=O (1,1-dioxidotetrahydrothiophen-3-yl)methyl 4-methylbenzenesulfonate